(3S)-N-tert-butyl-1-[8-(1H-pyrazol-4-yl)-6H-isochromeno[3,4-b]pyridin-3-yl]pyrrolidin-3-amine C(C)(C)(C)N[C@@H]1CN(CC1)C1=CC=C2C(=N1)OCC=1C=C(C=CC12)C=1C=NNC1